(3R,4R)-N,4-dimethyl-1-benzyl-3-piperidylamine CN[C@H]1CN(CC[C@H]1C)CC1=CC=CC=C1